(S)-2-(1-Cyclopropyl-3,4-dimethyl-7-oxo-1,7-dihydro-6H-pyrazolo[3,4-d]pyridazin-6-yl)-N-(1-mesitylethyl)acetamid C1(CC1)N1N=C(C2=C1C(N(N=C2C)CC(=O)N[C@@H](C)C2=C(C=C(C=C2C)C)C)=O)C